COC1=CC=C(C=C1)C=1N(C=CN1)CCC(=O)O (4-methoxyphenyl)-1H-imidazol-1-propionic acid